OCCNC(=O)C=1C(=C(C=CC1)NC1=CC=NC=C1C(=O)NC)OC 4-((3-((2-Hydroxyethyl)carbamoyl)-2-methoxyphenyl)amino)-N-methylnicotinamide